4-(Triisopropoxysilylmethyl)tetrahydro-1,4-oxazin C(C)(C)O[Si](OC(C)C)(OC(C)C)CN1CCOCC1